C(NCCOCCOCCNC)(=O)O 5,8-dioxa-2,11-diazadodecanoic acid